COC1=C(OCC(=O)O)C=CC(=C1)\C=C\C(C1=CC=C(C=C1)C(C)C)=O 2-[2-Methoxy-4-[(E)-3-oxo-3-(4-propan-2-ylphenyl)prop-1-enyl]phenoxy]acetic acid